2-(7-cyano-5-isobutyl-benzo[b]thiophen-2-yl)-4-methylthiazole-5-carboxylic acid ethyl ester C(C)OC(=O)C1=C(N=C(S1)C1=CC2=C(S1)C(=CC(=C2)CC(C)C)C#N)C